C(C)CCCNNC(C[Si](OC)(OC)OC)C N-(3-ethylpropylamino)-2-aminopropyltrimethoxysilane